CC1(C2=CC=CC=C2N(C=2C=CC=CC12)C=1C=C(C=C(C1)N1C=2C=CC=CC2C(C2=CC=CC=C12)(C)C)C1=CC=C(C=C1)C=1OC2=C(N1)C=CC=C2)C 2-(3',5'-bis(9,9-dimethylacridin-10(9H)-yl)-[1,1'-biphenyl]-4-yl)benzo[d]oxazole